[N].BrC(C(Br)Br)Br 1,1,2,2-tetrabromoethane nitrogen